5-glucosylhydroxymethyl-cytosine (1R,3S,5R)-tert-Butyl-3-(6-bromo-3-(cyanomethyl)pyridin-2-ylcarbamoyl)-5-methyl-2-azabicyclo[3.1.0]hexane-2-carboxylate C(C)(C)(C)[C@]12N([C@@H](C[C@@]2(C1)C)C(NC1=NC(=CC=C1CC#N)Br)=O)C(=O)O.C1([C@H](O)[C@@H](O)[C@H](O)[C@H](O1)CO)C=1C(=NC(NC1)=O)NCO